C(C)OC1=NC=CC(=N1)C1=CC=C(CN2C=CC3=C(C=CC(=C23)C(=O)NC2CC3(CCC3)C2)F)C=C1 (Ra)-6-(1-(4-(2-Ethoxypyrimidin-4-yl)benzyl)-4-fluoro-1H-indol-7-carboxamido)spiro-[3.3]heptan